4-(3-(2-Aminopyrimidin-4-yl)-1-cyclopentyl-1H-pyrrolo[2,3-b]pyridin-5-yl)-2-methylbut-3-yn-2-ol NC1=NC=CC(=N1)C1=CN(C2=NC=C(C=C21)C#CC(C)(O)C)C2CCCC2